Acetylazetidin-3-one C(C)(=O)N1CC(C1)=O